benzyl (3S,5R)-4-(2-((5-((3-amino-3-oxopropyl)(methoxycarbonyl)amino)pyridin-2-yl)oxy)ethyl)-3,5-dimethylpiperazine-1-carboxylate NC(CCN(C=1C=CC(=NC1)OCCN1[C@H](CN(C[C@H]1C)C(=O)OCC1=CC=CC=C1)C)C(=O)OC)=O